S(=O)(=O)([O-])OC=1C(=O)O[C@@H](C1[O-])[C@@H](O)CO.[Na+].[Na+] sodium L-ascorbate 2-sulfate